4-(2-Hydroxypropan-2-yl)-N-((3,5,6,7-tetrahydro-2H-indeno[5,6-b]furan-4-yl)carbamoyl)furan-2-sulfonamide OC(C)(C)C=1C=C(OC1)S(=O)(=O)NC(NC1=C2CCCC2=CC=2OCCC21)=O